OC1=C(C=CC(=C1)Br)C=NC1=NN=C(C=2C1=NC=1C3CCC(C1N2)(C3(C)C)C)N=CC3=C(C=C(C=C3)Br)O 1,4-bis(2-hydroxy-4-bromophenylmethyleneamino)-6,11,11-trimethyl-6,7,8,9-tetrahydro-6,9-methano-pyridazino[4,5-b]quinoxaline